adenosine phosphate distearate C(CCCCCCCCCCCCCCCCC)(=O)O[C@H]1[C@H]([C@@H](O[C@@H]1COC(CCCCCCCCCCCCCCCCC)=O)N1C=NC=2C(N)=NC=NC12)OP(=O)(O)O